(2-chlorophenyl)diphenyl-phosphine ClC1=C(C=CC=C1)P(C1=CC=CC=C1)C1=CC=CC=C1